ClCCN(C1=C(C=C(C=C1[N+](=O)[O-])C)[N+](=O)[O-])CCCl N,N-bis(2-chloroethyl)-4-methyl-2,6-dinitroaniline